SC1CN(C1)C1CCN(CC1)C(=O)OCC1=CC=C(C=C1)[N+](=O)[O-] 4-nitrobenzyl 4-(3-mercaptoazetidin-1-yl)piperidine-1-carboxylate